C(C)OC1=C(O[C@H]2CN(CCC2)C2=CN=CC(=N2)NC(=O)C(CNC2=CC=C(C=C2)CCC(=O)OCC)=C)C=CC=C1 Ethyl (R)-3-(4-((2-((6-(3-(2-ethoxyphenoxy)piperidin-1-yl)pyrazin-2-yl)carbamoyl)allyl)amino)phenyl)propanoate